5-(2-Bromoethoxy)-2,3-dihydro-1H-inden-1-one BrCCOC=1C=C2CCC(C2=CC1)=O